C(CC(=O)OC(C)(C)C)(=O)OCC Ethyl tert-butyl malonate